C(C)(C)C=1C=NN2C1N=C(N=C2NCC2=CC=C(C=C2)NC(CC)=O)NC2CNCCC2 N-(4-(((8-isopropyl-2-(piperidin-3-ylamino)pyrazolo[1,5-a][1,3,5]triazin-4-yl)amino)methyl)phenyl)propanamide